4-fluoro-1-(methylsulfonyl)indoline-6-carboxylic acid FC1=C2CCN(C2=CC(=C1)C(=O)O)S(=O)(=O)C